FN(C(C1=C(C=CC=C1)C)=O)C(C)(C)CC(C)(C)C N-fluoro-N-tert-octyl-2-methylbenzamide